isopropyl (R)-1-(4-(4-(3-(5-(((1-acetylpiperidin-4-yl)amino)methyl)-6-methoxypyridin-2-yl)-2-chlorophenyl)-3-chloropyridin-2-yl)-2-methoxybenzyl)pyrrolidine-3-carboxylate C(C)(=O)N1CCC(CC1)NCC=1C=CC(=NC1OC)C=1C(=C(C=CC1)C1=C(C(=NC=C1)C1=CC(=C(CN2C[C@@H](CC2)C(=O)OC(C)C)C=C1)OC)Cl)Cl